CC(C)C[C@H](C(=O)SCCNC(=O)CCNC(=O)[C@@H](C(C)(C)COP(=O)(O)OP(=O)(O)OC[C@@H]1[C@H]([C@H]([C@@H](O1)N2C=NC3=C(N=CN=C32)N)O)OP(=O)(O)O)O)O The molecule is a hydroxy fatty acyl-CoA that results from the formal condensation of the thiol group of coenzyme A with the carboxy group of (R)-2-hydroxy-4-methylpentanoic acid. It is a hydroxy fatty acyl-CoA, a short-chain fatty acyl-CoA and a methyl-branched fatty acyl-CoA. It derives from a (R)-2-hydroxy-4-methylpentanoic acid. It is a conjugate acid of a (R)-2-hydroxy-4-methylpentanoyl-CoA(4-).